5-(2-methoxyphenyl)-1-methyl-3-(4-(1-methyl-4-(trifluoromethyl)-1H-imidazol-2-yl)benzyl)-1H-pyrazolo[4,3-d]pyrimidine COC1=C(C=CC=C1)C=1N=CC2=C(N1)C(=NN2C)CC2=CC=C(C=C2)C=2N(C=C(N2)C(F)(F)F)C